(S*)-Benzyl 11,11-difluoro-9-hydroxy-3,4,8,9,10,11-hexahydro-1H-pyrido[4',3':3,4]pyrazolo[1,5-a]azepine-2(7H)-carboxylate FC1(C=2N(CC[C@@H](C1)O)N=C1C2CN(CC1)C(=O)OCC1=CC=CC=C1)F |o1:6|